ClC=1C(=CC(=NC1)N1[C@H](C2=C(N=C(N=C2)N2CCC(CC2)O)CC1)C)C1=NC=C(C=C1C)C (S)-1-(6-(5'-chloro-3,5-dimethyl-[2,4'-bipyridin]-2'-yl)-5-methyl-5,6,7,8-tetrahydropyrido[4,3-d]pyrimidin-2-yl)piperidin-4-ol